6-amino-2-(4-aminophenyl)benzo[d][1,2]Selenazole-3(2H)-one NC1=CC2=C(C(N([Se]2)C2=CC=C(C=C2)N)=O)C=C1